2-(1-tert-butoxycarbonylazetidin-3-yl)-8-fluoro-6,7-dihydro-5H-cyclopenta[f]benzotriazole-6-carboxylic acid C(C)(C)(C)OC(=O)N1CC(C1)N1N=C2C(=N1)C(=C1C(=C2)CC(C1)C(=O)O)F